Cl.Cl.N(=NC(C(=N)N1CCCC1)(C)CC)C(C(N1CCCC1)=N)(C)CC azobis(1-imino-1-pyrrolidinyl-2-ethylpropane) dihydrochloride